COC(C1=C(C=CC=C1)S(NC=1C=2C3=C(C(N(C3=CC1)CC)=O)C=CC2)(=O)=O)=O 2-(N-(1-ethyl-2-oxo-1,2-dihydrobenzo[cd]indol-6-yl)sulfamoyl)benzoic acid methyl ester